C(C1CO1)OC(=O)C1C(CCCC1)C(=O)OCC1CO1 cyclohexane-1,2-dicarboxylic acid diglycidyl ester